C(C)C1(CCC(CC1)NC=1N=C(C2=C(N1)NC=C2C2=NC=1N(C=C2)N=CC1)NC)O 1-ethyl-4-((4-(methylamino)-5-(pyrazolo[1,5-a]pyrimidin-5-yl)-7H-pyrrolo[2,3-d]pyrimidin-2-yl)amino)cyclohexan-1-ol